Cl.C1(=CC=CC=C1)CCCNC(=N)NNC(=N)N (3-phenylpropyl)biguanidine hydrochloride